F[B-](F)(F)F.C(CCC)[NH3+] (n-butyl)ammonium tetrafluoroborate